Tert-butyl-1-oxa-6-azaspiro[2.5]octane-6-carboxylate C(C)(C)(C)OC(=O)N1CCC2(CO2)CC1